N-[2-(phenylsulfonyloxy)phenyl]-N'-[3-(p-methoxyphenylsulfonyloxy)phenyl]urea C1(=CC=CC=C1)S(=O)(=O)OC1=C(C=CC=C1)NC(=O)NC1=CC(=CC=C1)OS(=O)(=O)C1=CC=C(C=C1)OC